CC1(OC2=C(OC1)C=CC(=C2)C(C)N2C[C@@H](N(C[C@H]2CC)C=2C=1N=C(N(C1N(C(N2)=O)C)CC)CC#N)C)C 2-(6-((2S,5R)-4-(1-(3,3-dimethyl-2,3-dihydrobenzo[b][1,4]dioxin-6-yl)ethyl)-5-ethyl-2-methylpiperazin-1-yl)-9-ethyl-3-methyl-2-oxo-3,9-dihydro-2H-purin-8-yl)acetonitrile